C(C)C1=C2C(=CC(=CC2=CC=C1F)O)C1=C(C=2N=C(N=C(C2C=N1)N1CCOCC(C1)CO)OC[C@]12CCCN2C[C@@H](C1)F)F 5-ethyl-6-fluoro-4-(8-fluoro-2-(((2R,7aS)-2-fluorotetrahydro-1H-pyrrolizin-7a(5H)-yl)methoxy)-4-(6-(hydroxymethyl)-1,4-oxazepan-4-yl)pyrido[4,3-d]pyrimidin-7-yl)naphthalen-2-ol